C[Si](N(C(=NC)N(C)C)C)(C)C N-(trimethylsilyl)tetramethylguanidine